(1-{4-[2,6-bis(benzyloxy)pyridin-3-yl]phenyl}-4-fluoropiperidin-4-yl)methanol C(C1=CC=CC=C1)OC1=NC(=CC=C1C1=CC=C(C=C1)N1CCC(CC1)(F)CO)OCC1=CC=CC=C1